2-methyl-2-{5-[(3-{5-[({1-[2-(morpholin-4-yl)-2-oxoethyl]piperidin-4-yl}amino)methyl]-1-(2,2,2-trifluoroethyl)-1H-indol-2-yl}prop-2-yn-1-yl)amino]pyridin-2-yl}propanenitrile CC(C#N)(C)C1=NC=C(C=C1)NCC#CC=1N(C2=CC=C(C=C2C1)CNC1CCN(CC1)CC(=O)N1CCOCC1)CC(F)(F)F